BrN1N=C(C2=CC=CC=C12)C#N bromo-1H-indazole-3-carbonitrile